ClC=1C=C(C=NC1)C1=NC(=C2N=CN(C2=N1)[C@H]1[C@@H]([C@@H]([C@H](O1)C(=O)NC=C)O)O)NCC1=NC=CC(=C1)C(F)(F)F (2S,3S,4R,5R)-5-(2-(5-chloropyridin-3-yl)-6-(((4-(trifluoromethyl)pyridin-2-yl)methyl)amino)-9H-purin-9-yl)-3,4-dihydroxyl-N-vinyltetrahydrofuran-2-formamide